[Si](C)(C)(C)C1=C(C(=C(C(=N1)N)CC1=CC=C(C=C1)OC)C)C(F)(F)F TMs(4-methoxybenzyl)-4-methyl-5-(trifluoromethyl)pyridin-2-amine